NC1=NC=CC=C1C1=NC=2C(=NC(=CC2)C(=O)OC)N1C1=CC=C(C=C1)CO methyl 2-(2-aminopyridin-3-yl)-3-(4-(hydroxymethyl)phenyl)-3H-imidazo[4,5-b]pyridine-5-carboxylate